ClC1=CC=C2C(=N1)N(C(N2C2=CC=C(C=C2)C(F)(F)F)=O)C2CN(C2)C(C(=C)F)=O 5-chloro-3-(1-(2-fluoroacryloyl)azetidin-3-yl)-1-(4-(trifluoromethyl)phenyl)-1,3-dihydro-2H-imidazo[4,5-b]pyridin-2-one